[Ge].[Ga].[Eu].[Na].COC=1C=C2C(C=C(OC2=CC1)C1=CC=C(C=C1)NC1=CC=CC=C1)=O 6-methoxy-2-(4-(phenylamino)phenyl)-4H-chromen-4-one sodium-europium-gallium-germanium